(S)-3-((3-(ethoxymethyl)-3-(2-(5-methylthiophen-2-yl)ethyl)pyrrolidin-1-yl)methyl)-2,6-dimethylpyridine C(C)OC[C@@]1(CN(CC1)CC=1C(=NC(=CC1)C)C)CCC=1SC(=CC1)C